COC1=CC=C(C=C1)C=1OC2=C(C1)C=C(C=C2)CO (2-(4-methoxyphenyl)benzofuran-5-yl)methanol